Methyl (R)-6-(2-amino-3-phenylpropoxy)-1-methyl-1H-benzo[d]imidazole-7-carboxylate dihydrochloride Cl.Cl.N[C@@H](COC=1C=CC2=C(N(C=N2)C)C1C(=O)OC)CC1=CC=CC=C1